CN1N=CC2=CC(=C(C=C12)N)C1=CC(=NC=C1)C 1-methyl-5-(2-methyl-4-pyridinyl)indazol-6-amine